6-methoxybenzo[d]isothiazole COC1=CC2=C(C=NS2)C=C1